P(=O)(O)(O)OC[C@H](N)[C@H](O)\C=C\CCCCCCCCCCCCC sphingosine 1-phosphoate